C1(CC1)C1=CC=2N(C=C1)C(=CN2)C(=O)NC=2C=C(C=C(C2C)F)C2=NOC(=N2)C2CN(C2)C(=O)OC methyl 3-(3-(3-(7-cyclopropylimidazo[1,2-a]pyridine-3-carboxamido)-5-fluoro-4-methylphenyl)-1,2,4-oxadiazol-5-yl)azetidine-1-carboxylate